4,4'-(2-(4-phenyl-1H-pyrazol-1-yl)pyrido[3,2-d]pyrimidine-4,7-diyl)dimorpholine C1(=CC=CC=C1)C=1C=NN(C1)C=1N=C(C2=C(N1)C=C(C=N2)N2CCOCC2)N2CCOCC2